COC1=C(C=CC=C1[N+](=O)[O-])C1=CC(=CC=C1)C(=O)O 2'-methoxy-3'-nitro-[1,1'-biphenyl]-3-carboxylic acid